COC=1C(=NC=C(C1)[C@H](C)N1C[C@H](NCC1)C1=C(C=CC=C1)C)N1[C@H](COCC1)C (S)-4-(3-methoxy-5-((S)-1-((R)-3-(o-tolyl)piperazin-1-yl)ethyl)pyridin-2-yl)-3-methylmorpholine